dodecaphosphocholine P(=O)(O)(O)C([N+](C(C(O)(P(=O)(O)O)P(=O)(O)O)(P(=O)(O)O)P(=O)(O)O)(C(P(=O)(O)O)(P(=O)(O)O)P(=O)(O)O)C(P(=O)(O)O)(P(=O)(O)O)P(=O)(O)O)P(=O)(O)O